COC1=CC=C(C=C1)C1COC(CC(=O)OC1)=O malonic acid [(4-methoxyphenyl)-methylene]-dimethyl ester